3-(6-bromo-7-nitro-1-oxoisoindolin-2-yl)piperidine-2,6-dione BrC1=CC=C2CN(C(C2=C1[N+](=O)[O-])=O)C1C(NC(CC1)=O)=O